tert-butyl 3-fluoro-3-(5-(6-(trifluoromethyl)pyridin-2-yl)-1,3,4-thiadiazol-2-yl)piperidine-1-carboxylate FC1(CN(CCC1)C(=O)OC(C)(C)C)C=1SC(=NN1)C1=NC(=CC=C1)C(F)(F)F